N1C=NC(=C1)C1=CC=C(OC2=NC=C(C(=C2)C)[N+](=O)[O-])C=C1 2-(4-(1H-imidazol-4-yl)phenoxy)-4-methyl-5-nitropyridine